NC12C(OC(C1)(C2)C)C2=NC=1C(=NC=CC1C1CCN(CC1)C(=O)C1=CC=C(C=C1)OC(F)(F)F)N2 [4-[2-(4-amino-1-methyl-2-oxabicyclo[2.1.1]hexan-3-yl)-3H-imidazo[4,5-b]pyridin-7-yl]-1-piperidyl]-[4-(trifluoromethoxy)phenyl]methanone